NC1=C(C(=NN1C1CCNCC1)C1=CC=C(C=C1)OC1=C(C=C(C=C1)F)F)C(=O)N 5-amino-3-(4-(2,4-difluorophenoxy)phenyl)-1-(piperidin-4-yl)-1H-pyrazole-4-carboxamide